FC1(CC(C1)[C@@H](O)C1=CC=2C(=NC(=CC2)C=2C=C3C(=NC2)N(N=N3)C)S1)F (R)-(3,3-difluorocyclobutyl)(6-(3-methyl-3H-[1,2,3]triazolo[4,5-b]pyridin-6-yl)thieno[2,3-b]pyridin-2-yl)methanol